5-(4-amino-5-(trifluoromethyl)pyrrolo[2,1-f][1,2,4]triazin-7-yl)-N-((3R,4S)-4-fluoro-1-(3,3,3-trifluoro-2-hydroxy-2-phenylpropyl)pyrrolidin-3-yl)-2-methoxynicotinamide NC1=NC=NN2C1=C(C=C2C=2C=NC(=C(C(=O)N[C@@H]1CN(C[C@@H]1F)CC(C(F)(F)F)(C1=CC=CC=C1)O)C2)OC)C(F)(F)F